γ-glycidylpropyltrimethoxysilane C(C1CO1)CCC[Si](OC)(OC)OC